N-ethyl-3-(4-formyl-5-hydroxy-1H-benzo[d]Imidazol-2-yl)propionamide C(C)NC(CCC1=NC2=C(N1)C=CC(=C2C=O)O)=O